N1(N=NC2=C1C=CC=C2)C[NH+](C)C 1-(1H-benzo[d][1,2,3]triazol-1-yl)-N,N,N-trimethyl-ammonium